N-[6-(5-chloro-2-fluorophenyl)pyridazin-4-yl]-7-[2-(3-methylimidazolidin-1-yl)ethoxy]quinolin-4-amine ClC=1C=CC(=C(C1)C1=CC(=CN=N1)NC1=CC=NC2=CC(=CC=C12)OCCN1CN(CC1)C)F